C(C)(C)(C)OC(=O)N1C2CC(C3=CC(=C(N=C13)C(OC)OC)CNC)(C2)F 7-(dimethoxymethyl)-4-fluoro-6-((methylamino)methyl)-3,4-dihydro-2,4-methylene-1,8-naphthyridine-1(2H)-carboxylic acid tert-butyl ester